FC(CCNC(=O)NC=1C=NN2C1N=C(C=C2NC)NC2=CC(=CC=1OCCOC12)F)F 1-(3,3-difluoropropyl)-3-(5-((7-fluoro-2,3-dihydrobenzo[b][1,4]dioxin-5-yl)amino)-7-(methylamino)pyrazolo[1,5-a]pyrimidin-3-yl)urea